(S)-4-amino-N-methyl-N-(6-(trifluoromethyl)-2,3-dihydrobenzofuran-3-yl)imidazo[1,5-a]-pyrido[3,4-e]pyrazine-8-carboxamide NC=1C=2N(C3=C(N1)C=NC(=C3)C(=O)N([C@@H]3COC1=C3C=CC(=C1)C(F)(F)F)C)C=NC2